C1(CC1)C1=C(C=CC=C1F)[C@@H]1C2=C(NC(=C1C(=O)OC)CF)CCC2=O methyl (R)-4-(2-cyclopropyl-3-fluorophenyl)-2-(fluoromethyl)-5-oxo-4,5,6,7-tetrahydro-1H-cyclopenta[b]pyridine-3-carboxylate